COCC(=O)NNC(=O)[C@@H]1CC[C@H](CC1)NC(OC(C)(C)C)=O tert-Butyl (trans-4-(2-(2-methoxyacetyl)hydrazine-1-carbonyl)cyclohexyl)carbamate